[2H]OC(C(=O)O)=O deuterooxalic acid